CC=CC=CS(=O)(=O)O 1-methyl-1,3-butadiene-4-sulfonic acid